FC(C1N(CCC1)C=1C=CC(=NC1)C1CN(C1)C(=O)N1C[C@@H]2[C@@H](OCC(N2)=O)CC1)(F)F (4aR,8aS)-6-(3-(5-(2-(Trifluoromethyl)pyrrolidin-1-yl)pyridin-2-yl)azetidine-1-carbonyl)hexahydro-2H-pyrido[4,3-b][1,4]oxazin-3(4H)-one